CCCCCC(=O)C heptanone